(4'-cyclohexyl)biphenyl C1(CCCCC1)C1=CC=C(C=C1)C1=CC=CC=C1